C1(CCCC1)NC(CSC=1OC(=C(N1)C1=CC=CC=C1)C1=CC=CC=C1)=O N-cyclopentyl-2-(4,5-diphenyloxazol-2-yl)sulfanyl-acetamide